2-{4-[7-(aminocarbonyl)-2H-indazole-2-yl]phenyl}pyrrolidinium Sodium tert.Butoxide CC(C)(C)[O-].[Na].NC(=O)C1=CC=CC2=CN(N=C12)C1=CC=C(C=C1)C1[NH2+]CCC1